N1=CC(=CC2=CC=CC=C12)C1=NC(=NC=C1)NCCNC(OC(C)(C)C)=O tert-butyl (2-((4-(quinolin-3-yl)pyrimidin-2-yl)amino)ethyl)carbamate